5-Hydroxy-1,2-dimethyl-1H-indole-3-carboxylic acid ethyl ester C(C)OC(=O)C1=C(N(C2=CC=C(C=C12)O)C)C